C(C)(C)(C)OC(N[C@H]1C[C@@H](CC1)OC1=C(C(=CC(=C1)C)F)C1=CC(=NN1)NC1=NC=C(N=C1)C#N)=O ((1R,3R)-3-(2-(3-((5-cyanopyrazin-2-yl)amino)-1H-pyrazol-5-yl)-3-fluoro-5-methylphenoxy)cyclopentyl)carbamic acid tert-butyl ester